phenylazoxainide C1(=CC=CC=C1)C1=[C-]ONC=C1